carboxyl-salicylaldehyde C(=O)(O)OC=1C(C=O)=CC=CC1